tert-Butyl-methyl-carbamate C(C)(C)(C)OC(NC)=O